2-({2-chloro-5-cyano-3-[(3S,5S)-4-(2-methoxyethyl)-3,5-dimethylpiperazin-1-yl]phenyl}amino)-4-(cyclopropylamino)pyrazolo[1,5-a][1,3,5]triazine-8-carbonitrile ClC1=C(C=C(C=C1N1C[C@@H](N([C@H](C1)C)CCOC)C)C#N)NC1=NC=2N(C(=N1)NC1CC1)N=CC2C#N